CC=1N(C(=CC1)C)C=1SC(=NN1)N1N=CC=C1I 2-(2,5-dimethyl-1H-pyrrol-1-yl)-5-(5-iodo-1H-pyrazol-1-yl)-1,3,4-thiadiazole